cycloheptane-1,4-diol C1(CCC(CCC1)O)O